FC1=CC=C(C2=C1OCCO2)N2C(CNCC2)F 8-Fluoro-5-(2-fluoropiperazin-1-yl)-2,3-dihydro-1,4-benzodioxine